3,3'-dithiodibenzoic acid C(C1=CC(=CC=C1)SSC=1C=C(C(=O)O)C=CC1)(=O)O